BrC1=CC=C(C=C1)/C=C/C(=O)N1CC2(C1)CN(C2)C(=O)C=2C=NC(=NC2)OC (E)-3-(4-bromophenyl)-1-(6-(2-methoxypyrimidine-5-carbonyl)-2,6-diazaspiro[3.3]heptan-2-yl)prop-2-en-1-one